CP(=O)(C)C(N1C[C@@H](N(C[C@H]1C)C1=CC(N(C=2C=CC(=NC12)C#N)C)=O)C)C1=CC=C(C=C1)F 8-((2S,5R)-4-((dimethylphosphoryl)(4-fluorophenyl)methyl)-2,5-dimethylpiperazin-1-yl)-5-methyl-6-oxo-5,6-dihydro-1,5-naphthyridine-2-carbonitrile